4,7-dimethyl-6-octen-3-one CC(C(CC)=O)CC=C(C)C